S(=O)(=O)([O-])[O-].[Fe+3].[Na+].S(=O)(=O)([O-])[O-] sodium ferric sulfate